Methyl 4-fluoro-5-(2-(methoxycarbonyl)hydrazineyl)-3,4-dihydro-2H-pyrrole-2-carboxylate FC1CC(N=C1NNC(=O)OC)C(=O)OC